trans-N-{5-(7'-Fluoro-3-methoxy-3-methyl-2'-oxo-2',3'-dihydrospiro[cyclobutane-1,1'-pyrrolo[2,3-c]quinolin]-8'-yl)-2-(2-(isopropylamino)ethoxy)pyridin-3-yl}cyclopropanesulfonamide FC=1C(=CC=2C3=C(C=NC2C1)NC(C31CC(C1)(C)OC)=O)C=1C=C(C(=NC1)OCCNC(C)C)NS(=O)(=O)C1CC1